2-bromo-6-fluoro-4-methylpyridine BrC1=NC(=CC(=C1)C)F